4-(8-fluoro-6-(4-fluoro-2-methyl-1,3-benzoxazol-6-yl)-4-oxo-3,4-dihydroquinazolin-2-yl)piperidine-1-carboxylic acid tert-butyl ester C(C)(C)(C)OC(=O)N1CCC(CC1)C1=NC2=C(C=C(C=C2C(N1)=O)C1=CC2=C(N=C(O2)C)C(=C1)F)F